ClC1=CC=C(C=C1)C1=CN=C(S1)NC(=O)C1N2C=CC=C2C(CC1)=O N-[5-(4-chlorophenyl)thiazol-2-yl]-8-oxo-6,7-dihydro-5H-indolizine-5-carboxamide